9,9-bis{4-[2-(2-hydroxyethoxy)ethoxy]phenyl}fluorene OCCOCCOC1=CC=C(C=C1)C1(C2=CC=CC=C2C=2C=CC=CC12)C1=CC=C(C=C1)OCCOCCO